N-(2-amino-2-methylpropyl)-6-(3-methyl-5-(trifluoromethoxy)-1H-indol-2-yl)pyrazine-2-carboxamide NC(CNC(=O)C1=NC(=CN=C1)C=1NC2=CC=C(C=C2C1C)OC(F)(F)F)(C)C